(2-trifluoromethoxybenzyl)-[2-(9-pyridin-2-yl-6-oxa-spiro[4.5]dec-9-yl)-ethyl]-amine FC(OC1=C(CNCCC2(CCOC3(CCCC3)C2)C2=NC=CC=C2)C=CC=C1)(F)F